CC1(N(CC2(C1)CCN(CC2)C(=O)OC(C(F)(F)F)C(F)(F)F)CC2=C(C(=CC=C2)OC(F)(F)F)N2CCOCC2)C 1,1,1,3,3,3-hexafluoropropan-2-yl 3,3-dimethyl-2-(2-morpholinyl-3-(trifluoromethoxy) benzyl)-2,8-diazaspiro[4.5]decane-8-carboxylate